FC(C=1C=C(C=C(C1)C(F)(F)F)CCNC(CC1N(C(CC1)=O)CC1=C(C(=CC=C1)F)F)=O)(F)F N-[2-[3,5-bis(trifluoromethyl)phenyl]ethyl]-2-[1-[(2,3-difluorophenyl)methyl]-5-oxopyrrolidin-2-yl]acetamide